COC=1C=2N(N=C(C1)C=1N=C3N(C(C1)=O)C=C(S3)[C@H]3CCN(C1(CC1)C3)C(=O)OC(C)(C)C)C=C(N2)C tert-butyl (7S)-7-[7-(8-methoxy-2-methyl-imidazo[1,2-b]pyridazin-6-yl)-5-oxo-thiazolo[3,2-a]pyrimidin-2-yl]-4-azaspiro[2.5]octane-4-carboxylate